N-dodecyl-N,N-diethyl-(3-hydroxy)phenyl-ammonium bromide [Br-].C(CCCCCCCCCCC)[N+](CC)(CC)C1=CC(=CC=C1)O